N1[C@H](CC1)COC=1C=NN(C1C1=CC=2N(C=C1)N=C(C2)NC2=NC(=NC(=C2)C)C)C([2H])([2H])[2H] (R)-5-(4-(azetidin-2-ylmethoxy)-1-(methyl-d3)-1H-pyrazol-5-yl)-N-(2,6-dimethylpyrimidin-4-yl)pyrazolo[1,5-a]pyridin-2-amine